Cl.CC=CC=CC=CCC=CC Undecane-2,4,6,9-tetraene hydrochloride